N1=C(C=CC=C1)NC1CC2(CC(C2)NC(NCC2=CC=C(C(=O)N)C=C2)=O)C1 4-((3-(6-(pyridin-2-ylamino)spiro[3.3]heptan-2-yl)ureido)methyl)benzamide